dimethoxy-silane CO[SiH2]OC